potassium antimonic tartrate C(=O)([O-])C(O)C(O)C(=O)[O-].[Sb+5].[K+].C(=O)([O-])C(O)C(O)C(=O)[O-].C(=O)([O-])C(O)C(O)C(=O)[O-]